(3S,5R,10S,13R,14R,17R)-4,4,10,13,14-pentamethyl-17-((R,E)-6-methylhepta-3,5-diene-2-yl)-2,3,4,5,6,7,10,11,12,13,14,15,16,17-tetradecahydro-1H-cyclopenta[a]phenanthrene-3-ol CC1([C@H](CC[C@@]2(C=3CC[C@@]4([C@H](CC[C@]4(C3CC[C@@H]12)C)[C@H](C)\C=C\C=C(C)C)C)C)O)C